NC=1C2=C(N=CN1)N(C(=C2C2=CC=C(C=C2)OC)C2=CCC1(CC(C1)NC(OC(C)(C)C)=O)CC2)C tert-butyl (7-(4-amino-5-(4-methoxyphenyl)-7-methyl-7H-pyrrolo[2,3-d]pyrimidin-6-yl)spiro[3.5]non-6-en-2-yl)carbamate